4-bromo-2-ethyl-1-methoxy-benzene BrC1=CC(=C(C=C1)OC)CC